C(#N)C(CCC(=O)O)(C)SC(=S)SCCCCCCCCCCCC 4-cyano-4-[(dodecylsulfanylthiocarbonyl)sulfanyl]pentanic acid